1,8-diazabenzo[fg]naphthacene N1=CC=C2C3=C1C=1C=CC=CC1C=C3NC3=CC=CC=C23